FC1=C(C=CC=C1)N1C[C@H](CC1)CN1[C@H]([C@H]([C@@H]([C@H](C1)O)O)O)CO (2S,3R,4R,5S)-1-(((R)-1-(2-fluorophenyl)pyrrolidin-3-yl)methyl)-2-(hydroxymethyl)piperidine-3,4,5-triol